N-(3-(tert-butyl)-1-(p-tolyl)-1H-pyrazol-5-yl)-6-(7-(1-methyl-1H-pyrazol-4-yl)imidazo[1,2-a]pyridin-3-yl)pyridin-2-amine C(C)(C)(C)C1=NN(C(=C1)NC1=NC(=CC=C1)C1=CN=C2N1C=CC(=C2)C=2C=NN(C2)C)C2=CC=C(C=C2)C